ClC1=C(C=CC(=C1)F)C1=CC(OC2=CC(=CC=C12)CC(C(N1CCCCC1)=O)C)=O 4-(2-chloro-4-fluorophenyl)-7-(2-methyl-3-oxo-3-(piperidin-1-yl)propyl)-2H-chromen-2-one